1-(4,7-dibutoxy-1-naphthyl)tetrahydrothiophenium trifluoromethanesulfonate FC(S(=O)(=O)[O-])(F)F.C(CCC)OC1=CC=C(C2=CC(=CC=C12)OCCCC)[S+]1CCCC1